ethyl (1R,4R)-4-((6-(bis(4-methoxybenzyl)amino)-5-nitropyrimidin-4-yl)amino)cyclohexane-1-carboxylate COC1=CC=C(CN(C2=C(C(=NC=N2)NC2CCC(CC2)C(=O)OCC)[N+](=O)[O-])CC2=CC=C(C=C2)OC)C=C1